tert-butyl 3-[4-[1-(trifluoromethyl)cyclopropyl]phenyl]azetidine-1-carboxylate FC(C1(CC1)C1=CC=C(C=C1)C1CN(C1)C(=O)OC(C)(C)C)(F)F